3-(2,2-difluoro-3-methoxypropoxy)-4-nitro-1-((2-(trimethylsilyl)ethoxy)methyl)-1H-pyrazole FC(COC1=NN(C=C1[N+](=O)[O-])COCC[Si](C)(C)C)(COC)F